(S)-1-(2-((1-((dimethylamino)methyl)cyclopropyl)methoxy)-6-(3-hydroxy-8-iodo-1-naphthoyl)-6,7-dihydro-5H-pyrrolo[3,4-d]pyrimidin-4-yl)azepane-2-carboxylic acid CN(C)CC1(CC1)COC=1N=C(C2=C(N1)CN(C2)C(=O)C2=CC(=CC1=CC=CC(=C21)I)O)N2[C@@H](CCCCC2)C(=O)O